Cl.ClCCN1CC(CC1)C 1-(2-chloroethyl)-3-methylpyrrolidine hydrochloride